(S)-4-(piperidin-2-yl)butan N1[C@H](CCCC1)CCCC